ClC=1C=C(C=CC1F)NC(=O)NC1COCC=2NC(C=3C=C(C=CC3C21)F)=O 1-(3-chloro-4-fluorophenyl)-3-(8-fluoro-6-oxo-1,4,5,6-tetrahydro-2H-pyrano[3,4-c]isoquinolin-1-yl)urea